5-(3-(1,4-diazepan-1-yl)azetidin-1-yl)-2-(3,4-dimethoxyphenyl)-3-isopropyl-1H-indole N1(CCNCCC1)C1CN(C1)C=1C=C2C(=C(NC2=CC1)C1=CC(=C(C=C1)OC)OC)C(C)C